NC=1N=NC(=CC1N1CCC(CC1)C1=CC=CC=C1)C1=C(C=CC(=C1)F)O 1-(3-amino-6-(5-fluoro-2-hydroxyphenyl)pyridazin-4-yl)-4-phenylpiperidin